C(C=C)C(C#N)(CC=C)C1=CC=2N(C=C1)C(=CN2)I 2-allyl-2-(3-iodoimidazo[1,2-a]pyridin-7-yl)pent-4-enenitrile